2,3-dimethyl-2,3-Dinitrobutane CC(C)(C(C)([N+](=O)[O-])C)[N+](=O)[O-]